(4-(((1s,1s)-4-(hydroxymethyl)cyclohexyl)amino)-2-((4-morpholinophenyl)amino)-7H-pyrrolo[2,3-d]pyrimidin-5-yl)methanone OCC1CCC(CC1)NC=1C2=C(N=C(N1)NC1=CC=C(C=C1)N1CCOCC1)NC=C2C=O